FC=1C(=C(C=CC1F)[C@@H]1[C@H](O[C@@]([C@@H]1C)(C(F)(F)F)C)C(=O)NC1=CC(=NC=C1F)C(=O)N)OC 4-[[(2S,3R,4R,5S)-3-(3,4-Difluoro-2-methoxy-phenyl)-4,5-dimethyl-5-(trifluoromethyl)tetrahydrofuran-2-carbonyl]amino]-5-fluoro-pyridin-2-carboxamid